1-chloro-2-(2-methoxyethoxy)ethane ClCCOCCOC